C1(CC1)C(C1=C(C(=CC=C1)C(C)C)O)O 2-(cyclopropyl(hydroxy)methyl)-6-isopropylphenol